C1(=CC=CC=C1)[SiH2]O[SiH](O[SiH2]C1=CC=CC=C1)C1=CC=CC=C1 1,3,5-triphenyltrisiloxane